ClC=1C(NN=CC1N1C[C@@H](CC1)OC1=NC=CC(=C1)C=1C(=NN(C1C)CC1COCCC1)C)=O 4-chloro-5-((3R)-3-((4-(3,5-dimethyl-1-((tetrahydro-2H-pyran-3-yl)methyl)-1H-pyrazol-4-yl)pyridin-2-yl)oxy)pyrrolidin-1-yl)pyridazin-3(2H)-one